C(C=C)(=O)N1CCN(CC1)CC1=CC=C(C=C1)[C@H](C)NC=1N=C(C2=C(N1)N(C(C=C2)=O)C(C)C)N(C)C 2-{[(1S)-1-{4-[(4-Acryloylpiperazin-1-yl)methyl]phenyl}ethyl]amino}-4-(dimethylamino)-8-(propan-2-yl)pyrido[2,3-d]pyrimidin-7(8H)-on